2,2-dichloroacetyl fluoride ClC(C(=O)F)Cl